ClC1=CC=C(C=C1)C1=CN(C=2N=CN=C(C21)N)CC=2C=NN(C2)C(C)C 5-(4-Chlorophenyl)-7-{[1-(propan-2-yl)-1H-pyrazol-4-yl]methyl}-7H-pyrrolo[2,3-d]pyrimidin-4-amine